N-(2,6-difluoro-4-(2-(((3S,5S)-5-fluoropiperidin-3-yl)amino)-8-isopropyl-7-oxo-7,8-dihydropyrido[2,3-d]pyrimidin-6-yl)phenyl)-1-(2-fluorophenyl)methanesulfonamide FC1=C(C(=CC(=C1)C1=CC2=C(N=C(N=C2)N[C@@H]2CNC[C@H](C2)F)N(C1=O)C(C)C)F)NS(=O)(=O)CC1=C(C=CC=C1)F